tert-butylbismuthanone C(C)(C)(C)[Bi]=O